FC1=C(C=C(C(=C1)O)[N+](=O)[O-])C(C)=O 1-(2-fluoro-4-hydroxy-5-nitro-phenyl)ethan-1-one